4-methylpiperazine Sodium hydride [H-].[Na+].CN1CCNCC1